FC1=C(C=CC(=C1O)F)C1=NN=C(S1)CN1C(C(C2=CC=CC=C12)(C)O)=O 1-{[5-(2,4-Difluoro-3-hydroxyphenyl)-1,3,4-thiadiazol-2-yl]methyl}-3-hydroxy-3-methyl-2,3-dihydro-1H-indol-2-one